(1-methyl-1H-imidazol-2-yl)-6-(trifluoromethyl)imidazo[1,2-a]pyridine CN1C(=NC=C1)C=1N=C2N(C=C(C=C2)C(F)(F)F)C1